N-ACETYLTRYPTAMINE CC(=O)N1C=C(C2=CC=CC=C21)CCN